CC(CC[O-])CCCC(C)C.[Na+] sodium 3,7-dimethyl-octanolate